Racemic-1-(2-cyano-5-methylphenyl)-3-(isoquinolin-4-yl)-2-oxoimidazolidine-4-carbonitrile C(#N)C1=C(C=C(C=C1)C)N1C(N([C@H](C1)C#N)C1=CN=CC2=CC=CC=C12)=O |r|